3,7-dimethyloctan-ol CC(CCO)CCCC(C)C